C(C=C)(=O)N1C[C@@H](N(C[C@H]1C)C1=NC(=NC2=C(C(=C(C=C12)Cl)C1=C2C=NNC2=CC=C1C)F)NS(=O)(=O)C1CC1)C N-(4-((2S,5R)-4-acryloyl-2,5-dimethylpiperazin-1-yl)-6-chloro-8-fluoro-7-(5-methyl-1H-indazol-4-yl)quinazolin-2-yl)cyclopropane-sulfonamide